(2R,5'S)-1'-((S)-2-((S)-2-azido-3-cyclopropyl-N-methylpropanamido)-3-cyclopropylpropanoyl)-5,7-difluoro-3-oxo-3,4-dihydrospiro[benzo[b][1,4]oxazine-2,3'-pyrrolidine]-5'-carboxamide N(=[N+]=[N-])[C@H](C(=O)N(C)[C@H](C(=O)N1C[C@]2(C[C@H]1C(=O)N)C(NC1=C(O2)C=C(C=C1F)F)=O)CC1CC1)CC1CC1